isopropyl 2-[6-[(1R)-1-(2,2-dimethylpent-4-enoylamino)ethyl]-1-pent-4-enyl-indol-2-yl]-7-methoxy-1-methyl-benzimidazole-5-carboxylate CC(C(=O)N[C@H](C)C1=CC=C2C=C(N(C2=C1)CCCC=C)C1=NC2=C(N1C)C(=CC(=C2)C(=O)OC(C)C)OC)(CC=C)C